C(C)(C)N1N=C(C(=C1)C)\C(=C/C1=NC=CC=C1)\S(=O)(=O)C1=CC=CC=C1 (E)-2-(2-(1-Isopropyl-4-methyl-1H-pyrazol-3-yl)-2-(phenylsulfonyl)vinyl)pyridine